tert-butyl (1-(((2,2-difluoro-1-hydroxy-7-(trifluoromethylthio)-2,3-dihydro-1H-inden-4-yl) oxy) methyl) cyclobutyl) carbonate C(OC(C)(C)C)(OC1(CCC1)COC1=C2CC(C(C2=C(C=C1)SC(F)(F)F)O)(F)F)=O